5-{6-[2-(2,4-Dichloro-phenyl)-ethylamino]-pyrimidin-4-yl}-3-ethoxy-thiophene ClC1=C(C=CC(=C1)Cl)CCNC1=CC(=NC=N1)C1=CC(=CS1)OCC